N,N-dibenzyl-5'-bromo-2-(methylthio)-4-(1,4-oxazepan-4-yl)-2',3',5,8-tetrahydro-1'H-spiro[pyrano[4,3-d]pyrimidine-7,4'-[1,3]methanonaphthalen]-6'-amine C(C1=CC=CC=C1)N(C=1C(=C2C3(C4CC(C2=CC1)C4)CC=4N=C(N=C(C4CO3)N3CCOCCC3)SC)Br)CC3=CC=CC=C3